C1(=C(C=CC=C1)C1=CC=C(C=N1)NC(OCC=1C=C2C(N(CC2=C(C1)OC)C1C(NC(CC1)=O)=O)=O)=O)C (2-(2,6-dioxopiperidin-3-yl)-7-methoxy-3-oxoisoindolin-5-yl)methyl (6-(o-tolyl)pyridin-3-yl)carbamate